N1(CCC1)CC1=C(C#N)C=CC=C1 2-(azetidin-1-ylmethyl)benzonitrile